N-(4-(2-aminoethyl)cyclohexyl)-4-(4,4-dimethylcyclohexyl)aniline NCCC1CCC(CC1)NC1=CC=C(C=C1)C1CCC(CC1)(C)C